C(CCC)[C@@H]1OC(=O)C2=CC=CC(=C12)O (3S)-3-n-butyl-4-hydroxyphthalide